C(C)(C)(C)OC(=O)N[C@H]([C@H]1CO1)CC1=CC(=CC=C1)F (2S,3S)-1,2-epoxy-3-(tert-butoxycarbonylamino)-4-(3-fluorophenyl)butane